3-(4-Chlorophenyl)-4-phenyl-N-((2-(trifluoromethyl)phenyl)sulfonyl)-4,5-dihydro-1H-pyrazole-1-carbothioamide ClC1=CC=C(C=C1)C1=NN(CC1C1=CC=CC=C1)C(NS(=O)(=O)C1=C(C=CC=C1)C(F)(F)F)=S